5-(8-(7-Acetyl-3-ethyl-5,6,7,8-tetrahydroimidazo[1,5-a]pyrazin-1-yl)isoquinolin-3-yl)-N-(4-((2-(2,6-dioxopiperidin-3-yl)-1,3-dioxoisoindolin-5-yl)amino)butyl)picolinamide C(C)(=O)N1CC=2N(CC1)C(=NC2C=2C=CC=C1C=C(N=CC21)C=2C=CC(=NC2)C(=O)NCCCCNC=2C=C1C(N(C(C1=CC2)=O)C2C(NC(CC2)=O)=O)=O)CC